S1C(=NN=C1)C1(CC1)NC(C(=O)C=1N2CCCC2=C(C1Cl)C(=O)NC1=CC(=C(C=C1)F)F)=O 5-(2-((1-(1,3,4-thiadiazol-2-yl)cyclopropyl)amino)-2-oxoacetyl)-6-chloro-N-(3,4-difluorophenyl)-2,3-dihydro-1H-pyrrolizine-7-carboxamide